BrC=1C(N(C(N(C1)CC(=O)OC)=O)CCOCOC)=O Methyl [5-bromo-3-(2-methoxymethoxy-ethyl)-2,4-dioxo-3,4-dihydro-2H-pyrimidin-1-yl]-acetate